CC1=C(C=C(C=C1)NC(=O)N(C)C)NC(=O)N(C)C 1,1'-(4-methyl-m-phenylene)bis(3,3-dimethyl-urea)